3-chloro-N-(3-fluoro-2-methyl-phenyl)propionamide ClCCC(=O)NC1=C(C(=CC=C1)F)C